tert-butyl (4S)-3,3-difluoro-4-[4-(4-nitrophenyl)piperazin-1-yl]piperidine-1-carboxylate FC1(CN(CC[C@@H]1N1CCN(CC1)C1=CC=C(C=C1)[N+](=O)[O-])C(=O)OC(C)(C)C)F